3-isocyanatopropanenitrile N(=C=O)CCC#N